COC(C1=CN=C(C(=C1)[N+](=O)[O-])CN(C)C(=O)OC(C)(C)C)=O 6-(((tert-Butoxycarbonyl)(methyl)amino)methyl)-5-nitronicotinic acid methyl ester